[Ca].[Mg].[K] potassium magnesium calcium salt